tert-butyl N-[3-[benzyloxycarbonyl-[2-(3-chloro-4-fluoro-anilino)ethyl]amino]propyl]-N-methyl-carbamate C(C1=CC=CC=C1)OC(=O)N(CCCN(C(OC(C)(C)C)=O)C)CCNC1=CC(=C(C=C1)F)Cl